Cl.C(C)(C)NC=1N(C(C2=C(N1)CN[C@@H](C2)C)=O)CCCC(=O)NC (R)-4-(2-(Isopropylamino)-6-methyl-4-oxo-5,6,7,8-tetrahydropyrido[3,4-d]-pyrimidin-3(4H)-yl)-N-methylbutanamide hydrochloride